C(C)(C)OC=1C=2N(C=NC1C=1C=NNC1)N=C(N2)N[C@@H]2[C@@H](CN(CC2)S(=O)(=O)CCCN2CCCC2)C 8-Isopropoxy-N-((3R,4S)-3-methyl-1-((3-(pyrrolidin-1-yl)propyl)sulfonyl)piperidin-4-yl)-7-(1H-pyrazol-4-yl)-[1,2,4]triazolo[1,5-c]pyrimidin-2-amine